2-(4-bromo-1-methyl-1H-pyrazol-5-yl)-1-oxo-2,3-dihydro-1H-isoindole-5-carbonitrile BrC=1C=NN(C1N1C(C2=CC=C(C=C2C1)C#N)=O)C